(E)-N-(5-((5-((3-amino-3-iminopropyl)carbamoyl)-1H-pyrrol-3-yl)carbamoyl)-1H-pyrrol-3-yl)-6-(4-(dimethylamino)styryl)nicotinamide NC(CCNC(=O)C1=CC(=CN1)NC(=O)C1=CC(=CN1)NC(C1=CN=C(C=C1)\C=C\C1=CC=C(C=C1)N(C)C)=O)=N